C(C)(C)C1=CC=C2C(C=3C=CC(=CC3C(C2=C1)=O)[S+](C1=CC=C(C=C1)C)C1=CC=C(C=C1)C)=S 7-isopropyl-9-oxo-10-thioxo-9,10-dihydro-anthracene-2-yldi-p-tolylsulfonium